CN(C1CCN(CC1)C(=O)OC(C)(C)C)C[C@@H]1CN(CC1)C1=CC=C(C=C1)B1OC(C(O1)(C)C)(C)C (R)-tert-butyl 4-(methyl((1-(4-(4,4,5,5-tetramethyl-1,3,2-dioxaborolan-2-yl)phenyl)pyrrolidin-3-yl)methyl)amino)piperidine-1-carboxylate